(E)-2-benzylidene-3,3-dimethyl-4-p-fluorophenyl-butyrolactone C(/C1=CC=CC=C1)=C/1\C(=O)OC(C1(C)C)C1=CC=C(C=C1)F